4,4'-Butylidenebis(2,6-di-t-butylphenol) C(CCC)(C1=CC(=C(C(=C1)C(C)(C)C)O)C(C)(C)C)C1=CC(=C(C(=C1)C(C)(C)C)O)C(C)(C)C